C(C)O[C@@H](C(=O)NC=1SC(=NN1)N[C@H]1CN(CC1)C=1N=NC=CC1)C1=CC=C(C=C1)F (2R)-2-ethoxy-2-(4-fluorophenyl)-N-(5-{[(3R)-1-(3-pyridazinyl)-3-pyrrolidinyl]amino}-1,3,4-thiadiazol-2-yl)acetamide